C(C)(C)(C)OC(=O)C(CCCCC)C(C)C(=O)O octane-6,7-dicarboxylic acid 6-tert-butyl ester